N=1N(N=CC1)C(C)C=1C(=C(C(=C2C=NNC12)C=1N=CC=2N(C1)C=C(N2)NC(=O)C2C(C2)F)Cl)F N-(6-(7-(1-(2H-1,2,3-triazol-2-yl)ethyl)-5-chloro-6-fluoro-1H-indazol-4-yl)imidazo[1,2-a]pyrazin-2-yl)-2-fluorocyclopropane-1-carboxamide